C(C)(C)(C)C1=CC=C(C=C1)NC1CCC(CC1)=O 4-((4-(tert-butyl)phenyl)amino)cyclohexane-1-one